bis-[4-(methanesulfonyloxy)-4-ethyl-phenyl]urea CS(=O)(=O)OC1(CC=C(C=C1)NC(NC1=CCC(C=C1)(OS(=O)(=O)C)CC)=O)CC